5-(2-carboxyvinyl)-2-hydroxybenzoic acid C(=O)(O)C=CC=1C=CC(=C(C(=O)O)C1)O